6-(4-difluoromethoxy-3-methoxyphenyl)-3(2H)-pyridazinone FC(OC1=C(C=C(C=C1)C=1C=CC(NN1)=O)OC)F